OCC1(C2=CC=CC=C2C=2C=CC=CC12)CO 9,9-dihydroxymethylfluorene